C(C(=C)C)(=O)OCCCC1=C(C(C(=O)O)=CC=C1)C(=O)O methacryloyloxypropylphthalic acid